N-([1,1'-biphenyl]-4-yl)-N-(4-methoxy-2-butyn-1-yl)hydrazine C1(=CC=C(C=C1)N(N)CC#CCOC)C1=CC=CC=C1